C[C@@H](CCC=C(C)C)CCO (S)-(-)-beta-citronellol